COCC1=CN=C(S1)C=O 5-(methoxymethyl)thiazole-2-carbaldehyde